((7R)-7-Amino-2-azabicyclo[2.2.1]heptan-2-yl)(2-(1-(cyclopropylmethyl)-1H-indol-2-yl)-4-methoxy-3-methylbenzofuran-6-yl)methanone N[C@H]1C2N(CC1CC2)C(=O)C2=CC1=C(C(=C(O1)C=1N(C3=CC=CC=C3C1)CC1CC1)C)C(=C2)OC